C(C)(C)(C)OC(=O)N1C(CCC1)CC=1C2=C(N=C(N1)NC1=CC(=NS1)C)N(C=C2C2CC2)COCC[Si](C)(C)C ((5-cyclopropyl-2-((3-methylisothiazol-5-yl)amino)-7-((2-(trimethylsilyl)ethoxy)methyl)-7H-pyrrolo[2,3-d]Pyrimidin-4-yl)methyl)pyrrolidine-1-carboxylic acid tert-butyl ester